C1(CCCC1)NC(=O)NC=1C=C(C2=C(N=C(N=C2)NC2=CC=C(C=C2)N2CCN(CC2)C)N1)C#C[Si](C(C)C)(C(C)C)C(C)C 1-cyclopentyl-3-(2-{[4-(4-methylpiperazin-1-yl)phenyl]amino}-5-[2-(triisopropylsilyl)ethynyl]pyrido[2,3-d]pyrimidin-7-yl)urea